7-phenoxy-2-(((tetrahydro-2H-pyran-4-yl)thio)methyl)quinazolin-4(3H)-one O(C1=CC=CC=C1)C1=CC=C2C(NC(=NC2=C1)CSC1CCOCC1)=O